tert-butyl 1-(3-(2-(tert-butoxy)-2-oxoethyl)-5-fluorobenzyl)-1,8-diazaspiro[4.5]decane-8-carboxylate C(C)(C)(C)OC(CC=1C=C(CN2CCCC23CCN(CC3)C(=O)OC(C)(C)C)C=C(C1)F)=O